N1=NC=CC2=C1SC1=C2N=CN=C1 pyrimido[4',5':4,5]Thieno[2,3-c]Pyridazine